N-(4-cyclohexylphenyl)-6-ethyl-2-[(2R)-2-methylmorpholin-4-yl]pyrido[2,3-d]pyrimidin-4-amine C1(CCCCC1)C1=CC=C(C=C1)NC=1C2=C(N=C(N1)N1C[C@H](OCC1)C)N=CC(=C2)CC